{4-[2-chloro-5-(1,3-oxazol-5-yl)pyrimidin-4-yl]Pyrazol-1-yl}cyclopropane-1-carbonitrile ClC1=NC=C(C(=N1)C=1C=NN(C1)C1(CC1)C#N)C1=CN=CO1